C1CC(C(C=C1)(O)O)(O)O Cyclohexentetrol